CN([C@H](CNC(C[C@H](CC(C)C)C1=CC=CC=C1)=O)CC1=CC2=C(NC(O2)=O)C=C1)C (3S)-N-[(2S)-2-(dimethylamino)-3-(2-oxo-2,3-dihydro-1,3-benzoxazol-6-yl)propyl]-5-methyl-3-phenylhexanamide